C(C)(C)OC=1C=C2CN(CC2=CC1)C1=NC=CC(=N1)C1=NC=CC(=N1)\C=C\C1=CC=NC=C1 (E)-5-Isopropoxy-2-(4-(2-(pyridin-4-yl)vinyl)-[2,4'-bipyrimidin]-2'-yl)isoindoline